F[C@@H]1[C@H]2CC[C@@H](C[C@@H]1OC1=CC=C(N=N1)C1=C(C=C3C=CN(C(C3=C1)=O)C)O)N2 7-(6-(((1r,2r,3s,5s)-2-fluoro-8-azabicyclo[3.2.1]oct-3-yl)oxy)pyridazin-3-yl)-6-hydroxy-2-methylisoquinolin-1(2H)-one